BrC1=CC=C(CN2N=C3N([C@@H](CCC3)C(=O)N3C[C@H]([C@H](C3)F)F)C2=O)C=C1 (5S)-2-(4-Bromobenzyl)-5-{[(3R,4S)-3,4-difluoropyrrolidin-1-yl]carbonyl}-5,6,7,8-tetrahydro[1,2,4]triazolo[4,3-a]pyridin-3(2H)-on